FC(C1=CC=CC2=C1NCN2)(F)F 7-(trifluoromethyl)-1,3-dihydro-2H-benzo[d]imidazol